ethyl 2-(1-tert-butoxycarbonylpyrazol-3-yl)thiazole-4-carboxylate C(C)(C)(C)OC(=O)N1N=C(C=C1)C=1SC=C(N1)C(=O)OCC